O=C(CCCCCCC(=O)NC=1C=C2C=CC=NC2=CC1)C 8-oxo-N-quinolin-6-ylnonanamide